pentaerythritol tetraacrylate ethoxyethyl-acrylate C(C)OCCC(C(=O)O)=C.C(C=C)(=O)O.C(C=C)(=O)O.C(C=C)(=O)O.C(C=C)(=O)O.OCC(CO)(CO)CO